3-({4-[({2-[methyl(methylsulfonyl)amino]pyridin-3-yl}methyl)amino]-5-(trifluoromethyl)pyrimidin-2-yl}amino)-N-[(2R)-tetrahydrofuran-2-ylmethyl]benzamide CN(C1=NC=CC=C1CNC1=NC(=NC=C1C(F)(F)F)NC=1C=C(C(=O)NC[C@@H]2OCCC2)C=CC1)S(=O)(=O)C